(7-methyl-4-morpholino-2-(3-(m-tolyl)-1H-pyrazol-1-yl)thieno[3,2-d]pyrimidin-6-yl)methanol CC1=C(SC2=C1N=C(N=C2N2CCOCC2)N2N=C(C=C2)C=2C=C(C=CC2)C)CO